C(C)(=O)N1[C@H](CCC1)C1=CC=2C(=NC=3C(=C(C(=CC3C2N1[C@H]1[C@H]2CN([C@@H]1C2)C(=O)OC(C)(C)C)CCC#N)Br)F)S(=O)C tert-butyl (1R,4R,5S)-5-(2-((R)-1-acetylpyrrolidin-2-yl)-7-bromo-8-(2-cyanoethyl)-6-fluoro-4-(methylsulfinyl)-1H-pyrrolo[3,2-c]quinolin-1-yl)-2-azabicyclo[2.1.1]hexane-2-carboxylate